N-[(1R,3S)-3-{[6-chloro-2-(trifluoromethyl)quinolin-4-yl]amino}cyclohexyl]-3,5-dimethyl-1H-pyrazole-4-carboxamide ClC=1C=C2C(=CC(=NC2=CC1)C(F)(F)F)N[C@@H]1C[C@@H](CCC1)NC(=O)C=1C(=NNC1C)C